O1CN(CC1)C(=O)OCO[C@H]1C(N(CC1)C1CCN(CC1)C1=NC=C(C=N1)C(F)(F)F)=O ((((R)-2-oxo-1-(1-(5-(trifluoromethyl) pyrimidin-2-yl) piperidin-4-yl) pyrrolidin-3-yl) oxy) methyl) oxazolidine-3-carboxylate